ClC=1C=C(C=CC1)[C@@H]1[C@H](C1)C(=O)NC1=NC=CC(=C1)NCC=1N=C2N(C=C(C=C2C(C)(C)O)C2CC2)C1 (1S,2S)-2-(3-chlorophenyl)-N-(4-(((6-cyclopropyl-8-(2-hydroxypropan-2-yl)imidazo[1,2-a]pyridin-2-yl)methyl)amino)pyridin-2-yl)cyclopropane-1-carboxamide